6-fluoro-3-methylpyrazolo[1,5-a]quinoxalin-4(5H)-one FC1=C2NC(C=3N(C2=CC=C1)N=CC3C)=O